CC(C)(C)[S@@](=O)N[C@@H]1CCCC12CCN(CC2)C=2N=C1N(C=NC=C1[S-])C2 ((R)-1-((R)-1,1-dimethylethylsulfinylamino)-8-azaspiro[4.5]decan-8-yl)imidazo[1,2-c]pyrimidine-8-thiolate